5-(cyclopentylformamido)pentanamide C1(CCCC1)C(=O)NCCCCC(=O)N